ClC1=C(C=C(C=C1F)C1(OC1)C1=CC=CC=C1)C=1C(=CC=C(C1F)OCCOC)C#N 2'-Chloro-3',6-difluoro-5-(2-methoxyethoxy)-5'-(2-phenyloxiran-2-yl)-[1,1'-biphenyl]-2-carbonitrile